CN1N=C(C=2CCC=3C=NC(=NC3C21)NC2=CC=CC=C2)C(=O)O 1-methyl-8-(phenylamino)-4,5-dihydro-1H-pyrazolo[4,3-h]quinazoline-3-carboxylic acid